S1C(=NN=C1)C1=CN=CC(=N1)N1CCC2(CCN(C2)C2=NC=C(C=C2)C(F)(F)F)CC1 8-[6-(1,3,4-thiadiazol-2-yl)pyrazin-2-yl]-2-[5-(trifluoromethyl)pyridin-2-yl]-2,8-diazaspiro[4.5]decane